(S)-1'-(6-amino-5-((2,3-dichloro-phenyl)thio)pyrazin-2-yl)-5,7-dihydrospiro[cyclopenta[b]pyridine-6,4'-piperidin]-5-amine NC1=C(N=CC(=N1)N1CCC2(CC1)[C@@H](C=1C(=NC=CC1)C2)N)SC2=C(C(=CC=C2)Cl)Cl